O[C@H]1C[C@@H](NC1)C(=O)OCC1=CC=CC=C1 Benzyl (4S)-4-hydroxy-D-prolinate